1-(4-methoxybenzyl)-1H-tetrazole COC1=CC=C(CN2N=NN=C2)C=C1